N,N'-bis(2-aminoethyl)-6-(3-trihydroxysilylpropyl)amino-1,3,5-triazine-2,4-diamine NCCNC1=NC(=NC(=N1)NCCN)NCCC[Si](O)(O)O